2,6-difluoro-N-(8-methoxyquinolin-2-yl)-3-(piperazin-1-ylmethyl)benzamide FC1=C(C(=O)NC2=NC3=C(C=CC=C3C=C2)OC)C(=CC=C1CN1CCNCC1)F